ethyl 2-(3-fluoro-2-methoxy-5-(1-methoxycyclopropyl)phenyl)acetate FC=1C(=C(C=C(C1)C1(CC1)OC)CC(=O)OCC)OC